5-amino-1-(2-((2-((S)-1-(3-chloro-2-fluorophenyl)-3-(dimethylamino)propylamino)-2-oxoethyl)((S)-1-hydroxypropan-2-yl)amino)-2-oxoethyl)-1H-indazole-3-carboxamide NC=1C=C2C(=NN(C2=CC1)CC(=O)N([C@H](CO)C)CC(=O)N[C@@H](CCN(C)C)C1=C(C(=CC=C1)Cl)F)C(=O)N